2-formyl-3,6-dihydroxypyridin-4-one C(=O)C1=NC(=CC(C1O)=O)O